CN1CC2(CCN(C2)C2=NC=CC=N2)CC1 2-(7-methyl-2,7-diazaspiro[4.4]non-2-yl)pyrimidine